FC1=CC=C(C=C1)C(CN1CCC(CC1)CN(C(=O)NCC1=NC=CC=C1)C)=O 1-((1-(2-(4-fluorophenyl)-2-oxoethyl)piperidin-4-yl)methyl)-1-methyl-3-(pyridin-2-ylmethyl)urea